rhenium methoxyisobutyl isonitrile COC(C(C)C)[N+]#[C-].[Re]